5-bromo-2-chloro-6-(hydroxymethyl)pyridin-3-ol BrC=1C=C(C(=NC1CO)Cl)O